CC1=NOC(=C1C1=CC2=C(N(C(=N2)[C@@H]2CCC(N2C=2C=NC(=CC2)OC)=O)[C@H]2CN(CC2)S(=O)(=O)C)C=C1)C (S)-5-(5-(3,5-dimethylisoxazol-4-yl)-1-((R)-1-(methylsulfonyl)pyrrolidin-3-yl)-1H-benzo[d]imidazol-2-yl)-1-(6-methoxypyridin-3-yl)pyrrolidin-2-one